tert-butyl 4-(((4-((2-chloro-4-((6-chloropyridin-2-yl)methoxy)-5-fluorophenyl)amino)-3-cyano-6-fluoroquinolin-7-yl)oxy)methyl)piperidine-1-carboxylate ClC1=C(C=C(C(=C1)OCC1=NC(=CC=C1)Cl)F)NC1=C(C=NC2=CC(=C(C=C12)F)OCC1CCN(CC1)C(=O)OC(C)(C)C)C#N